N-(1-(3,4-dichlorobenzyl)-2,3-diketoindol-5-yl)-4-bromobenzamide ClC=1C=C(CN2C(C(C3=CC(=CC=C23)NC(C2=CC=C(C=C2)Br)=O)=O)=O)C=CC1Cl